FC=1C=CC(=NC1)[C@@H](CC)OC=1C=2N(C=C(C1)C=1C=NN(C1C)C1CCC(CC1)O)N=CC2C#N 4-((R)-1-(5-fluoropyridin-2-yl)propoxy)-6-(1-((1r,4R)-4-hydroxycyclohexyl)-5-methyl-1H-pyrazol-4-yl)pyrazolo[1,5-a]pyridine-3-carbonitrile